OC1(C2=NN=C(C=3C(=CC(=C(S(CCCCCC1)(=O)=O)N3)C(F)(F)F)NC(OC(C)(C)C)=O)O2)C(F)(F)F tert-butyl N-[6-hydroxy-13,13-dioxo-6,15-bis(trifluoromethyl)-19-oxa-13λ6-thia-3,4,18-triazatricyclo[12.3.1.12,5]nonadeca-1(18),2,4,14,16-pentaen-17-yl]carbamate